N1=C(C=CC=C1)SSCCCC(=O)[O-] 4-(2-pyridyl dithio)butanoate